CCCCCCCCC(CCCCCCCC)OC(CCCCCCCN(CCCCCCCC(=O)OC(C)CCCCCCC)CCC(=O)OC(C)(C)C)=O.BrC=1C(=C(C(=CC1)F)S(=O)(=O)NC(C)(C)C)C 3-bromo-6-fluoro-2-methyl-N-(2-methylpropan-2-yl)benzenesulfonamide heptadecan-9-yl-8-((3-(tert-butoxy)-3-oxopropyl)(8-(nonan-2-yloxy)-8-oxooctyl)amino)octanoate